Nonanoyl 2-(2-azidoacetylamino)-2-deoxy-3,4-di-O-acetyl-6-O-(((S)-1-quinolin-5-ylmethoxycarbonylethylamino) (phenoxy) phosphoryl)-D-mannopyranoside N(=[N+]=[N-])CC(=O)N[C@@H]1C(OC(CCCCCCCC)=O)O[C@@H]([C@H]([C@@H]1OC(C)=O)OC(C)=O)COP(=O)(OC1=CC=CC=C1)N[C@@H](C)C(=O)OCC1=C2C=CC=NC2=CC=C1